Tert-butyl-4-((benzyl (tert-butoxycarbonyl) amino) methyl)-1h-imidazole-1-carboxylate C(C)(C)(C)OC(=O)N1C=NC(=C1)CN(C(=O)OC(C)(C)C)CC1=CC=CC=C1